4-(5-(4-(2-oxopyrrolidin-1-yl)phenyl)pyridin-3-yl)-1H-pyrrolo[2,3-b]pyridine-2-carboxylic acid O=C1N(CCC1)C1=CC=C(C=C1)C=1C=C(C=NC1)C1=C2C(=NC=C1)NC(=C2)C(=O)O